3-(4-(4,4,5,5-tetramethyl-1,3,2-dioxaborolan-2-yl)phenyl)propan-1-ol CC1(OB(OC1(C)C)C1=CC=C(C=C1)CCCO)C